CC(C[C@@H](C(N[C@H](C=O)C[C@H]1C(NCC1)=O)=O)NC([C@H](C(C)C)NC(OCC1=CC=CC=C1)=O)=O)(C)C Benzyl ((S)-1-(((S)-4,4-dimethyl-1-oxo-1-(((S)-1-oxo-3-((S)-2-oxopyrrolidin-3-yl)propan-2-yl)amino)pentan-2-yl)amino)-3-methyl-1-oxobutan-2-yl)carbamate